NS(=O)(=O)CCC(=O)O 3-(aminosulfonyl)propionic acid